C(C)(=O)C1NC2(C(C3C1C(CN3CC3=CC=CC=C3)C2)CC2=CC=CC=C2)C(=O)NCC2=CC=CC=C2 4-acetyl-N,1,7-tribenzyloctahydro-6H-3,6-methanopyrrolo[3,2-c]pyridine-6-carboxamide